6-((1,3-dimethylpiperidin-4-yl)amino)-5-(4-fluorophenylmethyl)nicotinamide CN1CC(C(CC1)NC1=NC=C(C(=O)N)C=C1CC1=CC=C(C=C1)F)C